nonadecyl α-methallyloxymethylacrylate C(C(C)=C)OCC(C(=O)OCCCCCCCCCCCCCCCCCCC)=C